FC(C1=CC=C(CN2C(=NC3=C(C2=O)CN(CC3)CC3=CC=CC=C3)N(C)C)C=C1)(F)F 3-(4-Trifluoromethylbenzyl)-6-benzyl-2-dimethylamino-5,6,7,8-tetrahydropyrido[4,3-d]pyrimidin-4(3H)-one